5,5-difluoro-2-[(4-methoxyphenyl)methyl]-6H,7H-pyrrolo[1,2-c]pyrimidine-1,3-dione FC1(CCN2C(N(C(C=C21)=O)CC2=CC=C(C=C2)OC)=O)F